5-chloro-2-[1-(2-fluoroethyl)-4-piperidyl]-1,3-benzothiazole ClC=1C=CC2=C(N=C(S2)C2CCN(CC2)CCF)C1